BrC=1C(=NC(=NC1)C)N1CCC(CC1)C=1N(C(=NN1)N)C 5-(1-(5-bromo-2-methylpyrimidin-4-yl)piperidin-4-yl)-4-methyl-4H-1,2,4-triazol-3-amine